C1=C(C=CC2=CC=CC=C12)CN1CC=2C(CC1)=NN(C2O)C2=NC=CC=C2 5-(naphthalene-2-ylmethyl)-2-(pyridin-2-yl)-4,5,6,7-tetrahydro-2H-pyrazolo[4,3-c]pyridin-3-ol